(S)-3-cyclopropyl-3-(3-hydroxyphenyl)propionic acid methyl ester COC(C[C@H](C1=CC(=CC=C1)O)C1CC1)=O